4-(3-(3-cyclopropyl-1H-indazol-5-yl)imidazo[1,2-b]pyridazin-6-yl)-2-ethylmorpholine C1(CC1)C1=NNC2=CC=C(C=C12)C1=CN=C2N1N=C(C=C2)N2CC(OCC2)CC